C(C)C1(OC2=CC=CC=C2C(C1)NC(=O)[C@H]1[C@@H](C1)[C@@H](CCOC)N1C(NC(CC1=O)(C)C)=[NH2+])C [1-[(1R)-1-[(1R,2R)-2-[(2-ethyl-2-methyl-chroman-4-yl)carbamoyl]cyclopropyl]-3-methoxy-propyl]-4,4-dimethyl-6-oxo-hexahydropyrimidin-2-ylidene]ammonium